2-heptadecanone CC(CCCCCCCCCCCCCCC)=O